C(C)(C)(C)OC(NCCCN(C(CCCCCN1C(C=CC1=O)=O)=O)[C@H](C(C)(C)C)C=1N(C=C(N1)C1=C(C=CC(=C1)F)F)CC1=CC=CC=C1)=O tert-Butyl-[3-({(1R)-1-[1-benzyl-4-(2,5-difluorophenyl)-1H-imidazol-2-yl]-2,2-dimethylpropyl}[6-(2,5-dioxo-2,5-dihydro-1H-pyrrol-1-yl)hexanoyl]amino)propyl]carbamat